4-[(3-{8-bromo-3-[(trifluoromethyl)sulfanyl]imidazo[1,2-a]pyridin-2-yl}prop-2-yn-1-yl)amino]-N-ethyl-3-methoxybenzamide BrC=1C=2N(C=CC1)C(=C(N2)C#CCNC2=C(C=C(C(=O)NCC)C=C2)OC)SC(F)(F)F